CITRONELLYL ISOBUTYRATE (3,7-dimethyloct-6-en-1-yl isobutanoate) CC(CCC(C(=O)O)(C)C)CCC=C(C)C.C(C(C)C)(=O)OCCC(C)CCC=C(C)C